benzyl (3S,7S)-3-(((benzyloxy)carbonyl)amino)-3,7-dimethyl-2,3,4,7-tetrahydro-1H-azepine-1-carboxylate C(C1=CC=CC=C1)OC(=O)N[C@@]1(CN([C@H](C=CC1)C)C(=O)OCC1=CC=CC=C1)C